ClC=1SC=CC1C1COCCCN1C(=O)OC(C)(C)C tert-butyl 3-(2-chloro-3-thienyl)-1,4-oxazepan-4-carboxylate